2,3,4,5,6-pentafluorophenyl phosphate P(=O)(OC1=C(C(=C(C(=C1F)F)F)F)F)([O-])[O-]